NC=1C(=CC(=C(C#N)C1)F)C 5-amino-2-fluoro-4-methyl-benzonitrile